Cyclopropylmethyl (2R)-2-{[(tert-butoxy)carbonyl]amino}-3-(pyridine-3-yl)propanoate C(C)(C)(C)OC(=O)N[C@@H](C(=O)OCC1CC1)CC=1C=NC=CC1